Tert-butyl 7-phenoxy-4-azaspiro[2.5]octane-4-carboxylate O(C1=CC=CC=C1)C1CCN(C2(CC2)C1)C(=O)OC(C)(C)C